OC1=C(C(=NN1C1=CC=CC=C1)C)CC(=O)O 2-(5-hydroxy-3-methyl-1-phenyl-1H-pyrazol-4-yl)acetic acid